1-(3-(pyrimidin-2-yl)phenyl)piperidine N1=C(N=CC=C1)C=1C=C(C=CC1)N1CCCCC1